Tri(2-ethyl-4-methyl-1-pentyl)citrat C(C)C(CC(C(C(C(=O)[O-])(CC(CC(C)C)CC)CC(CC(C)C)CC)(O)C(=O)[O-])C(=O)[O-])CC(C)C